[Br].C(CCC)C=1NC=CN1 butyl-imidazole bromine salt